2-((2-aminoethyl)thio)succinic acid NCCSC(C(=O)O)CC(=O)O